(S)-2-(4-chloro-1-isopropyl-1H-pyrazol-5-yl)-4-(1-(6-(1-ethyl-4-(trifluoromethyl)-1H-imidazol-2-yl)pyridin-3-yl)ethyl)-6,7-dihydropyrazolo[1,5-a]pyrimidin-5(4H)-one ClC=1C=NN(C1C1=NN2C(N(C(CC2)=O)[C@@H](C)C=2C=NC(=CC2)C=2N(C=C(N2)C(F)(F)F)CC)=C1)C(C)C